6-(4-trifluoromethylbenzyl)-3-(3-cyanobenzyl)-2,3,4,6-tetrahydropyrido[3,4-c][1,8]naphthyridin-5(1H)-one FC(C1=CC=C(CN2C(C3=C(C=4C=CC=NC24)CCN(C3)CC3=CC(=CC=C3)C#N)=O)C=C1)(F)F